(2R,4R)-1-(3-chloro-2-fluoro-4-methylbenzyl)-4-((3-fluoro-6-((5-methyl-1H-pyrazol-3-yl)amino)pyridin-2-yl)methyl)-2-methyl-piperidine-4-carboxylic acid ClC=1C(=C(CN2[C@@H](C[C@@](CC2)(C(=O)O)CC2=NC(=CC=C2F)NC2=NNC(=C2)C)C)C=CC1C)F